1-[9-(4-chlorophenyl)-8-[6-(dimethylamino)-3-pyridyl]-2-(2-hydroxy-2-methyl-propoxy)purin-6-yl]-4-methyl-piperidine-4-carboxamide ClC1=CC=C(C=C1)N1C2=NC(=NC(=C2N=C1C=1C=NC(=CC1)N(C)C)N1CCC(CC1)(C(=O)N)C)OCC(C)(C)O